C(C)NC1=NC(=C(C(=N1)OCC1=CC=C(C=C1)OC)C(=O)NC1=CC=C(C=C1)C=1N=NN(C1)CC1=CC=C(C=C1)OC)OCC1=CC=C(C=C1)OC 2-(ethylamino)-N-(4-(1-(4-methoxybenzyl)-1H-1,2,3-triazol-4-yl)phenyl)-4,6-bis((4-methoxybenzyl)oxy)pyrimidine-5-carboxamide